N-((1r,4r)-4-(3-chloro-4-(1,2,4-oxadiazol-3-yl)phenoxy)cyclohexyl)-6-(4-formylpiperidin-1-yl)pyridazine-3-carboxamide 2-aminoethyl-diphenylborinate NCCOB(C1=CC=CC=C1)C1=CC=CC=C1.ClC=1C=C(OC2CCC(CC2)NC(=O)C=2N=NC(=CC2)N2CCC(CC2)C=O)C=CC1C1=NOC=N1